FC1=CC=C(C=C1)[C@H]([C@@H](OS(=O)(=O)C)[C@@H]1N(CCC1)C(=O)OCC1=CC=CC=C1)C1=CC(=CC=C1)C(F)(F)F benzyl (R)-2-((1R,2S)-2-(4-fluorophenyl)-1-((methylsulfonyl)oxy)-2-(3-(trifluoromethyl)phenyl)ethyl)pyrrolidine-1-carboxylate